N-(2,6-dimethylphenyl)-2-oxo-2-(4-methoxyphenyl)acetamide CC1=C(C(=CC=C1)C)NC(C(C1=CC=C(C=C1)OC)=O)=O